thienyl-triazinyl-formaldehyde S1C(=CC=C1)C(=O)C1=NN=NC=C1